C(C1=CC=CC=C1)C=1NC(=NN1)C(=O)NC1=NC=CC(=C1)C1=CC=NN1C 5-benzyl-N-(4-(1-methyl-1H-pyrazol-5-yl)pyridine-2-yl)-4H-1,2,4-triazole-3-carboxamide